(R)-2-methoxy-5-(4-((1-(4-methyl-1-piperazinyl)-3-(methylseleno)-1-oxo-2-propyl)amino)-6-quinazolinyl)nicotinonitrile COC1=C(C#N)C=C(C=N1)C=1C=C2C(=NC=NC2=CC1)N[C@H](C(=O)N1CCN(CC1)C)C[Se]C